C(#N)C=1C(=CC(=NC1)NC(N(C)C1=NC(=C(C=C1)CN1C(CN(CC1)C)=O)C=O)=O)N1CCC2(COC2)CC1 3-(5-cyano-4-(2-oxa-7-azaspiro[3.5]nonan-7-yl)pyridin-2-yl)-1-(6-formyl-5-((4-methyl-2-oxopiperazin-1-yl)methyl)pyridin-2-yl)-1-methylurea